adipic acid 1,6-bis(2,5-dioxo-1-pyrrolidinyl) ester O=C1N(C(CC1)=O)OC(CCCCC(=O)ON1C(CCC1=O)=O)=O